C1(=CC=CC=2C3=CC=CC=C3C3=CC=CC=C3C12)C1=CC=C(C=C1)C1=CC=C(C=C1)C1=CC=CC=2C3=CC=CC=C3C3=CC=CC=C3C12 [bis(triphenylenyl)]biphenyl